7-fluoro-1-(3-fluoro-4-methylbenzyl)-5-hydroxy-N-methyl-2-oxo-2,3-dihydro-1H-benzo[b]azepine-4-carboxamide FC1=CC2=C(N(C(CC(=C2O)C(=O)NC)=O)CC2=CC(=C(C=C2)C)F)C=C1